7-[[1-[4-[[4-[4-anilino-3-(cyclopropylcarbamoyl)-7-fluoro-6-quinolyl]-2-fluoro-benzoyl]amino]butyl]triazol-4-yl]methoxy]-2-(2,6-dioxo-3-piperidyl)-3-oxo-isoindoline-5-sulfonyl fluoride N(C1=CC=CC=C1)C1=C(C=NC2=CC(=C(C=C12)C1=CC(=C(C(=O)NCCCCN2N=NC(=C2)COC=2C=C(C=C3C(N(CC23)C2C(NC(CC2)=O)=O)=O)S(=O)(=O)F)C=C1)F)F)C(NC1CC1)=O